7-cyclopentyl-N-(1H-indazol-5-yl)-6-methyl-7H-pyrrolo[2,3-d]pyrimidin-2-amine C1(CCCC1)N1C(=CC2=C1N=C(N=C2)NC=2C=C1C=NNC1=CC2)C